alloxystatine C(C=C)ON[C@@H](CC(C)C)[C@@H](O)CC(O)=O